2-(3,8-diazabicyclo[3.2.1]octan-3-yl)-N-methyl-7-(thiazol-2-yl)benzo[d]oxazole-5-carboxamide C12CN(CC(CC1)N2)C=2OC1=C(N2)C=C(C=C1C=1SC=CN1)C(=O)NC